S(=O)(=O)(O)CC.N[C@@H](C(C)C)C(=O)OCCCCCCCCCCCCCCCC(C)C isostearyl valinate esylate